1H-1,3-Benzodiazol-2-one N1C(NC2=C1C=CC=C2)=O